ClC1=CC=C(C=C1)C1(OC(=C(C1=O)O)C(C(=O)N)CCBr)C 2-(4-chlorophenyl-2-methyl-4-hydroxy-3(2H)-furanone-5-yl)-4-bromobutyramide